(2-(3,4-dimethoxyphenyl)-1-(benzenesulfonyl)-1H-imidazol-4-yl)(3,4,5-trimethoxyphenyl)methanone COC=1C=C(C=CC1OC)C=1N(C=C(N1)C(=O)C1=CC(=C(C(=C1)OC)OC)OC)S(=O)(=O)C1=CC=CC=C1